sodium N-lauroyl-N-methyl-β-alanine C(CCCCCCCCCCC)(=O)N(CCC(=O)O)C.[Na]